COC(=O)N1CC(C1)C1=NC(=NO1)C1=CC(=C(C(=C1)F)C)NC(=O)C1=CN=C2N1C=C(C=C2)C#N 3-(3-(3-(6-cyanoimidazo[1,2-a]pyridine-3-carboxamido)-5-fluoro-4-methylphenyl)-1,2,4-oxadiazol-5-yl)azetidine-1-carboxylic acid methyl ester